(1-(3-chloropyridin-2-yl)-3,3-difluorocyclobutyl)methylamine ClC=1C(=NC=CC1)C1(CC(C1)(F)F)CN